C(C)(C)(C)OC(=O)N1C=NC2=C1C=CC=C2NC2=NC(=CC=C2C#N)C2CC2 4-((3-cyano-6-cyclopropylpyridin-2-yl)amino)-1H-benzo[d]imidazole-1-carboxylic acid tert-butyl ester